(2-((5-Chloro-2-((4-(2-(dimethylamino)-7-azaspiro[3.5]nonan-7-yl)-2-methoxy-5-methylphenyl)amino)pyrimidin-4-yl)amino)-4,5-dimethylphenyl)dimethylphosphine oxide ClC=1C(=NC(=NC1)NC1=C(C=C(C(=C1)C)N1CCC2(CC(C2)N(C)C)CC1)OC)NC1=C(C=C(C(=C1)C)C)P(C)(C)=O